FC(C1=CC=C(C=N1)C1N(C(C2=CC=CC=C2C1)=O)CC(F)(F)F)F 3-(6-(difluoromethyl)pyridin-3-yl)-1-oxo-2-(2,2,2-trifluoroethyl)-1,2,3,4-tetrahydroisoquinoline